C(C)(=O)C(C(=O)OCC)C(C)(C)C1=CC=C(C=C1)OC Ethyl 2-acetyl-3-(4-methoxyphenyl)-3-methylbutanoate